C1(=CC=CC2=CC=CC=C12)OP(OC1=CC=CC2=CC=CC=C12)(O)=O Bis(1-naphthyl)phosphoric acid